benzyl ((S)-((1r,4S)-4-methylcyclohexyl)(2-(((3R,5S)-2-oxo-5-(trifluoromethyl)pyrrolidin-3-yl)methyl)-3-(tetrahydro-2H-pyran-4-yl)imidazo[1,2-b][1,2,4]triazin-6-yl)methyl)carbamate CC1CCC(CC1)[C@@H](C=1N=C2N(N=C(C(=N2)C2CCOCC2)C[C@@H]2C(N[C@@H](C2)C(F)(F)F)=O)C1)NC(OCC1=CC=CC=C1)=O